C(#N)C=1C=CC(=C2C=CC=NC12)OC1C(C(C1(C)C)NC(=O)C=1N=NC(=CC1)N1CCC(CC1)CO)(C)C N-((1r,3r)-3-((8-Cyanoquinolin-5-yl)oxy)-2,2,4,4-tetramethylcyclobutyl)-6-(4-(hydroxymethyl)piperidin-1-yl)pyridazine-3-carboxamide